2-[4-(dibutoxymethyl)piperidin-1-yl]-5-(piperidin-4-yl)pyridine C(CCC)OC(C1CCN(CC1)C1=NC=C(C=C1)C1CCNCC1)OCCCC